2-(4-Nitrobenzylidene)cyclopentanone [N+](=O)([O-])C1=CC=C(C=C2C(CCC2)=O)C=C1